C1(=CC(=CC=C1)C1=CC(=NC2=CC=C(C=C12)C(=O)OCC)C)C1=CC=CC=C1 ethyl 4-([1,1'-biphenyl]-3-yl)-2-methylquinoline-6-carboxylate